C(C)(C)(C)OC(=O)N1C(=C(C2=CC(=CC(=C12)F)F)C#CCC1(CCC1)O)C1=CC=C(C=C1)F 5,7-difluoro-2-(4-fluorophenyl)-3-[3-(1-hydroxycyclobutyl)prop-1-ynyl]Indole-1-carboxylic acid tert-butyl ester